ClC=1C(=CC(=C(C(=O)NC2=CN=NC(=C2)Cl)C1)CC1=C(C=C(C=C1)F)C)C(F)(F)F 5-Chloro-N-(6-chloropyridazin-4-yl)-2-(4-fluoro-2-methylbenzyl)-4-(trifluoromethyl)benzamide